tert-butyl 7-[2-cyano-4-({5-[(4-methoxyphenyl) methoxy] pyridin-3-yl} oxy) phenyl]-2,7-diazaspiro[3.5]nonane-2-carboxylate C(#N)C1=C(C=CC(=C1)OC=1C=NC=C(C1)OCC1=CC=C(C=C1)OC)N1CCC2(CN(C2)C(=O)OC(C)(C)C)CC1